3-(4-(((7-fluorobenzo[d]thiazol-2-yl)(phenethyl)amino)methyl)-phenyl)propiolic acid FC1=CC=CC=2N=C(SC21)N(CCC2=CC=CC=C2)CC2=CC=C(C=C2)C#CC(=O)O